2-amino-N-isopropyl-5-(2-methyl-4-(2-(p-tolyl)acetamido)phenyl)nicotinamide NC1=C(C(=O)NC(C)C)C=C(C=N1)C1=C(C=C(C=C1)NC(CC1=CC=C(C=C1)C)=O)C